FC=1C(=NC=NC1N1C(C2CC2C1)C=1C=NC(=CC1)C(F)(F)F)NCC1C(CN(CC1)CC(=O)N)O 2-(4-(((5-fluoro-6-(2-(6-(trifluoromethyl)pyridin-3-yl)-3-azabicyclo[3.1.0]hexan-3-yl)pyrimidin-4-yl)amino)methyl)-3-hydroxypiperidin-1-yl)acetamide